C1(=CC=C(C=C1)[Si](O)(C1=CC=C(C=C1)C)C1=CC=C(C=C1)C)C tri(p-tolyl)silanol